tetraethyl-1,3,2-dioxaborolan C(C)C1(C(OBO1)(CC)CC)CC